N1,N1,N4-triphenylbenzene-1,4-diamine C1(=CC=CC=C1)N(C1=CC=C(C=C1)NC1=CC=CC=C1)C1=CC=CC=C1